1-(2-amino-5-(methylsulfonyl)pyridin-3-yl)-3-(2,2,2-trifluoro-1-(5-fluoro-3-methylbenzofuran-2-yl)ethyl)thiourea NC1=NC=C(C=C1NC(=S)NC(C(F)(F)F)C=1OC2=C(C1C)C=C(C=C2)F)S(=O)(=O)C